N=1C=C(N2N=CC=CC21)C#CC=2C=C(C(=O)NC1=CC(=C(C=C1)CNCCC1=NC=NC(=C1)C)C(F)(F)F)C=CC2C 3-(imidazo[1,2-b]pyridazin-3-ylethynyl)-4-methyl-N-(4-(((2-(6-methylpyrimidin-4-yl)ethyl)amino)methyl)-3-(trifluoromethyl)phenyl)benzamide